BrC=1C=CC(=NC1)C(CCl)=O 1-(5-bromo-pyridin-2-yl)-2-chloro-ethanone